N-(4-(4-cyanophenyl)pyridin-3-yl)-2-phenylimidazo[1,2-b]pyridazine-8-carboxamide C(#N)C1=CC=C(C=C1)C1=C(C=NC=C1)NC(=O)C=1C=2N(N=CC1)C=C(N2)C2=CC=CC=C2